(butenyl)succinic anhydride C(=CCC)C1C(=O)OC(C1)=O